Dimethyl 2,6-dicyclopropyl-4-(7-(methoxycarbonyl)benzo[b]thiophen-3-yl)-1,4-dihydropyridine-3,5-dicarboxylate C1(CC1)C=1NC(=C(C(C1C(=O)OC)C=1C2=C(SC1)C(=CC=C2)C(=O)OC)C(=O)OC)C2CC2